C(C)C1CN(C=2C=CC=C3C2N1C(=C3)C3=NC1=C(N3CC3COC3)C(=CC(=C1)C=O)F)CCCO (2-(3-ethyl-1-(3-hydroxypropyl)-2,3-dihydro-1H-pyrrolo[1,2,3-de]quinoxalin-5-yl)-7-fluoro-1-(oxetan-3-ylmethyl)-1H-benzo[d]imidazol-5-yl)methanone